C(OCCCCCCOC(C(=O)N(CCOCCOCCOCCOCCOC(C1=CC=CC=C1)(C1=CC=CC=C1)C1=CC=CC=C1)CCCCCCCC)COCCCCCCOC(=O)OC(CCCCCCCC)CCCCCC)(OC(CCCCCCCC)CCCCCC)=O 6-[1-[6-(1-hexylnonoxycarbonyloxy)hexoxymethyl]-2-[octyl-[2-[2-[2-[2-(2-trityloxyethoxy)ethoxy] ethoxy]ethoxy]ethyl]amino]-2-oxo-ethoxy]hexyl 1-hexylnonyl carbonate